[1-[(2-Ethoxyphenyl)methyl]-5-(1-methyl-1H-indazol-6-yl)-1H-pyrazol-3-yl]methanol C(C)OC1=C(C=CC=C1)CN1N=C(C=C1C1=CC=C2C=NN(C2=C1)C)CO